FC=1C=NC(=NC1)N1CC2COCC3=C(N2CC1)C=CC(=C3)N 3-(5-fluoropyrimidin-2-yl)-1,2,3,4,4a,5-hexahydro-7H-benzo[e]pyrazino[2,1-c][1,4]oxazepin-9-amine